C(C)[C@H]1CN=C2N1C1=CC=C(C=C1C(N2CC=2C=NN(C2)C)=O)S(=O)(=O)NC2(CC2)C (S)-1-ethyl-4-((1-methyl-1H-pyrazol-4-yl)methyl)-N-(1-methylcyclopropyl)-5-oxo-1,2,4,5-tetrahydroimidazo[1,2-a]quinazoline-7-sulfonamide